2-(5-(4-methylphenyl)oxy-2H-benzotriazole-2-yl)-6-tert-butyl-4-methylphenol CC1=CC=C(C=C1)OC1=CC=2C(=NN(N2)C2=C(C(=CC(=C2)C)C(C)(C)C)O)C=C1